N,N''-bis(acryloyl)cystamine C=CC(=O)NCCSSCCNC(=O)C=C